N1C=NC=C1C=1SC=C(N1)C(=O)NC=1C=NC(=CC1)N1CCCC1 2-(1H-imidazol-5-yl)-N-(6-(pyrrolidin-1-yl)pyridin-3-yl)thiazole-4-carboxamide